N-ethyl-2-[2-(6-methyl-2-pyridyl)-6-[[2-(4-piperazin-1-ylanilino)pyrimidin-4-yl]amino]pyrimidin-4-yl]acetamide Zirconium benzenedicarboxylate C=1(C(=CC=CC1)C(=O)[O-])C(=O)[O-].[Zr+4].C(C)NC(CC1=NC(=NC(=C1)NC1=NC(=NC=C1)NC1=CC=C(C=C1)N1CCNCC1)C1=NC(=CC=C1)C)=O.C=1(C(=CC=CC1)C(=O)[O-])C(=O)[O-]